4-(2-{4-chloro-3-[(3R)-3-(ethoxycarbonyl)piperidin-1-yl]phenoxy}-2-methylpropanoyl)piperazine ClC1=C(C=C(OC(C(=O)N2CCNCC2)(C)C)C=C1)N1C[C@@H](CCC1)C(=O)OCC